C1(=CC=CC2=CC=CC=C12)OP(=O)=N[C@@H](C)C(=O)[O-] naphthalen-1-yloxy(phosphoryl)-L-alaninate